C(C)(C)(C)C1=CC=C(C=C1)NC(=O)N1CCN(CC1)C1=NC=CC=C1Cl N-(4-(tert-butyl)phenyl)-4-(3-chloropyridin-2-yl)piperazine-1-carboxamide